7-(oxiran-2-ylmethyl)-2-oxa-7-azaspiro[3.5]nonane O1C(C1)CN1CCC2(COC2)CC1